NC1=C(N=C2N1C=CC=C2C2=C(C=CC=C2OC)F)C(=O)NC=2C=NN(C2)C 3-Amino-8-(2-fluoro-6-methoxyphenyl)-N-(1-methyl-1H-pyrazol-4-yl)imidazo[1,2-a]pyridine-2-carboxamide